(3S,4S)-3-hexyl-4-((S)-2-(2-oxo-2-(thien-2-yl)ethyl)tridecyl)oxetan-2-one C(CCCCC)[C@@H]1C(O[C@H]1C[C@H](CCCCCCCCCCC)CC(C=1SC=CC1)=O)=O